nickel diselenide lithium oxygen [O].[Li].[Ni](=[Se])=[Se]